Methyl (E)-4-hydroxy-3-(((2-methylallyl)imino)methyl)benzoate OC1=C(C=C(C(=O)OC)C=C1)/C=N/CC(=C)C